IC=1C=C2C=CNC2=C(C1)C(=O)NC1CCC(CC1)OCCOC 5-iodo-N-((1r,4r)-4-(2-methoxyethoxy)cyclohexyl)-1H-indole-7-carboxamide